3-(5-bromo-2-iodo-1H-indol-3-yl)-2,2-dimethylpropan-1-ol decalinoleate C(CCCCCCC\C=C/C\C=C/CCCCC)(=O)O.C(CCCCCCC\C=C/C\C=C/CCCCC)(=O)O.C(CCCCCCC\C=C/C\C=C/CCCCC)(=O)O.C(CCCCCCC\C=C/C\C=C/CCCCC)(=O)O.C(CCCCCCC\C=C/C\C=C/CCCCC)(=O)O.C(CCCCCCC\C=C/C\C=C/CCCCC)(=O)O.C(CCCCCCC\C=C/C\C=C/CCCCC)(=O)O.C(CCCCCCC\C=C/C\C=C/CCCCC)(=O)O.C(CCCCCCC\C=C/C\C=C/CCCCC)(=O)O.C(CCCCCCC\C=C/C\C=C/CCCCC)(=O)O.BrC=1C=C2C(=C(NC2=CC1)I)CC(CO)(C)C